(3R)-4-(6-ethyl-7-(methylsulfonyl)-2-(1H-pyrazol-3-yl)-6,7,8,9-tetrahydro-2H-1,2,3,7-tetraazabenzo[cd]-azulen-4-yl)-3-methylmorpholine C(C)C1C=2C3=C(N(N=C3CCN1S(=O)(=O)C)C1=NNC=C1)N=C(C2)N2[C@@H](COCC2)C